[2-(piperidin-1-yl)ethyl]-D-alaninamide N1(CCCCC1)CCN[C@H](C)C(=O)N